4-{4-[4-(benzyloxy)phenyl]hex-3-en-3-yl}phenolate C(C1=CC=CC=C1)OC1=CC=C(C=C1)C(=C(CC)C1=CC=C(C=C1)[O-])CC